O1C=C(C=C1)B(O)O furan-3-boronic acid